4-[1-(2,2-dimethylpropionyloxymethyl)triazol-4-yl]-2-methyl-butyric acid methyl ester COC(C(CCC=1N=NN(C1)COC(C(C)(C)C)=O)C)=O